1-[6-[5-(6-methyl-2-pyridyl)-1H-imidazol-4-yl]-3-quinolyl]piperidine-4-carboxylic acid CC1=CC=CC(=N1)C1=C(N=CN1)C=1C=C2C=C(C=NC2=CC1)N1CCC(CC1)C(=O)O